COC(=O)C=1C(C(=C(NC1C)C)C(=O)O)C1=CC(=CC=C1)[N+](=O)[O-] 5-(methoxycarbonyl)-2,6-dimethyl-4-(3-nitrophenyl)-1,4-dihydropyridine-3-carboxylic acid